tert-butyl (S)-(2,2-dicyclopropyl-1-(5-(2-methoxyacetyl)benzo[d]oxazol-2-yl)ethyl)carbamate C1(CC1)C([C@@H](C=1OC2=C(N1)C=C(C=C2)C(COC)=O)NC(OC(C)(C)C)=O)C2CC2